ClC=1C(=C(C=C(C1OCCCO)C)C=1[C@@H](CC(NN1)=O)C)O (5R)-(-)-6-[3-chloro-2-hydroxy-4-(3-hydroxypropoxy)-5-methylphenyl]-5-methyl-4,5-dihydro-2H-pyridazin-3-one